C[Si](NS(=O)(=O)C(F)(F)F)(C)C N-trimethylsilyltrifluoromethanesulfonamide